(S)-N-((S)-1-cyano-2-((S)-2-oxopiperidin-3-yl)ethyl)-4,4-dimethyl-2-(4-methylpentanamido)pentanamide C(#N)[C@H](C[C@H]1C(NCCC1)=O)NC([C@H](CC(C)(C)C)NC(CCC(C)C)=O)=O